C(CCCC)C1=C(C=CC=C1)NC(=O)N 1-(pentylphenyl)urea